[(2R,3R,4S,5R)-3,5-bis(benzoyloxy)-4-fluorooxolan-2-yl]methyl benzoate C(C1=CC=CC=C1)(=O)OC[C@H]1O[C@@H]([C@H]([C@@H]1OC(C1=CC=CC=C1)=O)F)OC(C1=CC=CC=C1)=O